C(CC)C1=CC2=C(N=C(N=C2)NC2=C(C(=C(C=C2)N2CCN(CC2)C)F)C)N1C1=CC=CC(=N1)N=S(=O)(C)C ((6-(6-propyl-2-((3-fluoro-2-methyl-4-(4-methylpiperazin-1-yl)phenyl)amino)-7H-pyrrolo[2,3-d]pyrimidin-7-yl)pyridin-2-yl)imino)dimethyl-λ6-sulfanone